OCCCOC1=C(C=C(C=O)C=C1)OC 4-(3-hydroxypropoxy)-3-methoxybenzaldehyde